(1S,2S)-2-(3-chlorophenyl)-N-(6-(((6-cyclopropyl-8-(4-hydroxypiperidin-1-yl)imidazo[1,2-a]pyridin-2-yl)methyl)amino)pyrimidin-4-yl)cyclopropane-1-carboxamide ClC=1C=C(C=CC1)[C@@H]1[C@H](C1)C(=O)NC1=NC=NC(=C1)NCC=1N=C2N(C=C(C=C2N2CCC(CC2)O)C2CC2)C1